C(CC1=CC=CC=C1)NC(O\C=C/C(=O)OCC)=O ((Z)-2-(ethoxycarbonyl) vinyl) phenethylcarbamate